FC=1C=C2NC=CC2=C2CC(CNC(CCCCCC(C3=CN=C(C=4C(=CC=C(OC12)C4)F)N3)(C)C=3C=C(C=CC3)CCC(=O)O)=O)O 3-[3-(24,30-Difluoro-15-hydroxy-6-methyl-12-oxo-26-oxa-3,13,21,32-tetrazapentacyclo[25.3.1.12,5.017,25.018,22]dotriaconta-1(31),2,4,17,19,22,24,27,29-nonaen-6-yl)phenyl]propanoic acid